tert-butyl (1-(2-(5-(difluoromethyl)-3-(3-(1-(o-tolyl)cyclopropyl)-1,2,4-oxadiazol-5-yl)-1H-pyrazol-1-yl)acetyl)pyrrolidin-3-yl)carbamate FC(C1=CC(=NN1CC(=O)N1CC(CC1)NC(OC(C)(C)C)=O)C1=NC(=NO1)C1(CC1)C1=C(C=CC=C1)C)F